Octahydro-4,7-methano-3aH-inden C1CCC2C3CCC(C12)C3